(8-methylquinolin-5-yl)boronic acid CC=1C=CC(=C2C=CC=NC12)B(O)O